1-((6-cyclopropyl-8-((2,2-diethoxyethoxy)methyl)imidazo[1,2-a]pyridin-2-yl)methyl)-1H-1,2,3-triazole-4-carboxylic acid C1(CC1)C=1C=C(C=2N(C1)C=C(N2)CN2N=NC(=C2)C(=O)O)COCC(OCC)OCC